C(C)(C)(C)C=1C=CC(=C(C1)S(=O)(=O)NC(=O)C1=CC2=CC=CC(=C2C=C1)C1=NOC=N1)OC N-((5-(tert-butyl)-2-methoxyphenyl)sulfonyl)-5-(1,2,4-oxadiazol-3-yl)-2-naphthamide